(2R,3S)-1-((benzyloxy)carbonyl)-3-(4-methyl-1,4-diazepane-1-carbonyl)piperidine-2-carboxylic acid C(C1=CC=CC=C1)OC(=O)N1[C@H]([C@H](CCC1)C(=O)N1CCN(CCC1)C)C(=O)O